COC(=O)C1=CC=2CCCC(C2C=C1)N1CCN(CC1)C 5-(4-methylpiperazin-1-yl)-5,6,7,8-tetrahydronaphthalene-2-carboxylic acid methyl ester